CC=1C=C(OCCN2C(=NC3=C2C=CC=C3)C3=NOC(=C3)C3=CC=C(C=C3)F)C=C(C1)C 3-(1-(2-(3,5-dimethylphenoxy)ethyl)-1H-benzo[d]imidazol-2-yl)-5-(4-fluorophenyl)isoxazole